6,7-dimethyl-7-octenoic acid CC(CCCCC(=O)O)C(=C)C